2,2-bis(4-isocyanatophenyl)-hexafluoropropane N(=C=O)C1=CC=C(C=C1)C(C(F)(F)F)(C(F)(F)F)C1=CC=C(C=C1)N=C=O